((1s,4s)-4-(((2-nitrophenyl)amino)methyl)cyclohexyl)carbamic acid tert-butyl ester C(C)(C)(C)OC(NC1CCC(CC1)CNC1=C(C=CC=C1)[N+](=O)[O-])=O